4-[[3-(2,3-difluoro-4-methoxy-phenyl)imidazo[1,2-a]pyrazin-8-yl]amino]-2-ethyl-N-[2-[(3S)-3-(hydroxymethyl)piperazin-1-yl]-2-oxo-ethyl]benzamide FC1=C(C=CC(=C1F)OC)C1=CN=C2N1C=CN=C2NC2=CC(=C(C(=O)NCC(=O)N1C[C@H](NCC1)CO)C=C2)CC